C1(CC1)C#C[C@@H](O)[C@H]1O[C@H]([C@@H]([C@@H]1O)O)N1N=CC2=C1NC=NC2=NN (2R,3S,4R,5R)-2-((R)-3-cyclopropyl-1-hydroxyprop-2-yn-1-yl)-5-(4-hydrazineylidene-4,7-dihydro-1H-pyrazolo[3,4-d]pyrimidin-1-yl)tetrahydrofuran-3,4-diol